C(C)OCCOC1=C(C=O)C=C(C(=C1)C=O)OCCOCC 2,5-di(2-ethoxyethoxy)terephthalaldehyde